NC1=NC(=C2N=CN(C2=N1)[C@H]1C[C@@H]([C@H](O1)COCP(O[C@H]1CSSC[C@@H]1OCC#C)(=O)NCC1=CC=CC=C1)O)S (4R,5R)-5-(prop-2-yn-1-yloxy)-1,2-dithian-4-yl P-((((2R,3S,5R)-5-(2-amino-6-mercapto-9H-purin-9-yl)-3-hydroxytetrahydrofuran-2-yl)methoxy)methyl)-N-benzylphosphonamidate